BrC=1C=C(C=CC1OC)C1SCCN1S(=O)(=O)C1=CC=C(C=C1)Cl (3-bromo-4-methoxyphenyl)-3-(4-chlorophenyl)sulfonyl-1,3-thiazolidine